FC1=CC=C(C=C1)[C@@H]1N(CCC2=CC=CC=C12)C(=O)N1CCN(CCC1)C (S)-(1-(4-fluorophenyl)-3,4-dihydroisoquinolin-2(1H)-yl)(4-methyl-1,4-diazacycloheptan-1-yl)methanone